(2R)-2-[[(tert-butyldiphenylsilyl)oxy]methyl]-2,3-dihydropyrrole-1-carboxylic acid tert-butyl ester C(C)(C)(C)OC(=O)N1[C@H](CC=C1)CO[Si](C1=CC=CC=C1)(C1=CC=CC=C1)C(C)(C)C